COC1=CC=C(CSC2=CC=3N(C=N2)C=NN3)C=C1 7-((4-methoxybenzyl)thio)-[1,2,4]triazolo[4,3-c]pyrimidine